C(C)(=O)NCCCC1=NN(C=2C=CC=C(C12)C1=C(C=C2C=NN(C2=C1)C)F)CC(=O)NCC(=O)NCC(=O)O (2-(3-(3-acetamidopropyl)-5'-fluoro-1'-methyl-1H,1'H-[4,6'-biindazol]-1-yl)acetyl)glycylglycine